N-(2,5-difluorophenyl)-7-(4-fluorophenyl)pyrazolo[1,5-a]pyrimidine-2-carboxamide FC1=C(C=C(C=C1)F)NC(=O)C1=NN2C(N=CC=C2C2=CC=C(C=C2)F)=C1